ClC1=CC=2N(C=C1)C(=CN2)C2=CC(=C(C=O)C(=C2)OC)OC 4-(7-chloroimidazo[1,2-a]pyridin-3-yl)-2,6-dimethoxybenzaldehyde